O=C1NC(CCC1N1C(N(C2=C1C=CC=C2C2CCC(CC2)N(C)CC2CCC(CC2)N2N=C1C=C(C(=CC1=C2)NC(=O)C2=NC(=CC=C2)C(F)(F)F)OC)C)=O)=O N-[2-[4-[[[4-[1-(2,6-dioxo-3-piperidyl)-3-methyl-2-oxo-benzimidazol-4-yl]cyclohexyl]-methyl-amino]methyl]cyclohexyl]-6-methoxy-indazol-5-yl]-6-(trifluoromethyl)pyridine-2-carboxamide